5,5-difluoro-1-[(E)-2-vinylbut-2-enoxy]carbonyl-piperidine-3-carboxylic acid FC1(CC(CN(C1)C(=O)OC\C(=C\C)\C=C)C(=O)O)F